(trans)-2-chloro-N-(5-chloro-6-(2H-1,2,3-triazol-2-yl)pyridin-3-yl)-8-ethoxy-8-(trifluoromethyl)-7,8-dihydro-6H-cyclopenta[e]pyrazolo[1,5-a]pyrimidine-6-carboxamide ClC1=NN2C(N=CC3=C2[C@](C[C@H]3C(=O)NC=3C=NC(=C(C3)Cl)N3N=CC=N3)(C(F)(F)F)OCC)=C1